OC=1C(NC2=CC=C(N=C2C1C(=O)N)CC1=NC=CC(=C1)C1=CC(NC=C1)=O)=O 3-hydroxy-2-oxo-6-{[4-(2-oxo-1H-pyridin-4-yl)pyridin-2-yl]methyl}-1H-1,5-naphthyridine-4-carboxamide